triphenylphosphine copper(I) bromide [Cu]Br.C1(=CC=CC=C1)P(C1=CC=CC=C1)C1=CC=CC=C1